F[C@H]1[C@@H](CNCC1)NC=1C2=C(N=CN1)C(=CC(=N2)C2=CC=C(C=C2)OCCOC)C(=O)N 4-{[(3R,4R)-4-fluoropiperidin-3-yl]amino}-6-[4-(2-methoxyethoxy)phenyl]pyrido[3,2-d]pyrimidine-8-carboxamide